9,9'-(4-(3,6-dimethyl-9H-carbazol-9-yl)-3,5-bis(4,6-diphenyl-1,3,5-triazin-2-yl)-1,2-phenylene)bis(9H-carbazole) CC=1C=CC=2N(C3=CC=C(C=C3C2C1)C)C1=C(C(=C(C=C1C1=NC(=NC(=N1)C1=CC=CC=C1)C1=CC=CC=C1)N1C2=CC=CC=C2C=2C=CC=CC12)N1C2=CC=CC=C2C=2C=CC=CC12)C1=NC(=NC(=N1)C1=CC=CC=C1)C1=CC=CC=C1